7-methyl-3-((4-tert-butylphenyl)sulfonyl)-4H-benzopyran-4-one CC1=CC2=C(C(C(=CO2)S(=O)(=O)C2=CC=C(C=C2)C(C)(C)C)=O)C=C1